tert-butyl 2-methyl (2S,3R,4R)-4-acetamido-3-allylpyrrolidine-1,2-dicarboxylate C(C)(=O)N[C@@H]1[C@H]([C@H](N(C1)C(=O)OC(C)(C)C)C(=O)OC)CC=C